C[C@H]1CN(C[C@H](N1)C)S(=O)(=O)C=1C=CC(=C(C(=O)NC=2C(=NN(C2C(=O)N)C)CCC)C1)OCC 4-(5-(((3s,5r)-3,5-dimethylpiperazin-1-yl)sulfonyl)-2-ethoxybenzamido)-1-methyl-3-propyl-1H-pyrazole-5-carboxamide